6-fluoro-5-((3-(((5-fluoro-2-methyl-3-oxo-3,4-dihydroquinoxalin-6-yl)methyl)amino)bicyclo[1.1.1]pentan-1-yl)amino)-N-methylpicolinamide FC1=C(C=CC(=N1)C(=O)NC)NC12CC(C1)(C2)NCC=2C(=C1NC(C(=NC1=CC2)C)=O)F